B1=CCOC=C1 4-oxaborabenzene